(3R)-4-[5-fluoro-2-(1-fluoro-3-methyl-6-{1-[(2S)-3-methyl-1-[(3R)-piperidin-3-yloxy]butan-2-yl]azetidin-3-yl}imidazo[1,5-a]pyridin-8-yl)benzoyl]-3-methylmorpholine FC=1C=CC(=C(C(=O)N2[C@@H](COCC2)C)C1)C=1C=2N(C=C(C1)C1CN(C1)[C@H](CO[C@H]1CNCCC1)C(C)C)C(=NC2F)C